CC1CN(C1)C=1C=C(C=CC1OC(F)(F)F)C1CN(C1)C(=O)N1C[C@@H]2[C@@H](OCC(N2)=O)CC1 (4aR,8aS)-6-(3-(3-(3-Methylazetidin-1-yl)-4-(trifluoromethoxy)phenyl)azetidine-1-carbonyl)hexahydro-2H-pyrido[4,3-b][1,4]oxazin-3(4H)-one